2-(3-cyanophenyl)-N-((4,4-difluorocyclohexyl)(5-((2-oxo-4-(trifluoromethyl)imidazolidin-1-yl)methyl)benzo[d]oxazol-2-yl)methyl)-2,2-difluoroacetamide C(#N)C=1C=C(C=CC1)C(C(=O)NC(C=1OC2=C(N1)C=C(C=C2)CN2C(NC(C2)C(F)(F)F)=O)C2CCC(CC2)(F)F)(F)F